Tert-butyl 2-(2-(5-bromothiophen-2-yl)propanoyl)-1-methylhydrazine-1-carboxylate BrC1=CC=C(S1)C(C(=O)NN(C(=O)OC(C)(C)C)C)C